C=12C3=NNC(NNC(C4CCCC(C(CCCCC5=CC6CCCC(C6=C5C1)=C2)=O)C4)=O)=C3 tetrazahexacyclo[23.3.1.12,5.19,13.019,27.021,26]hentriaconta-1(28),2,5(31),19,25(29),26-hexaene-8,14-dione